5-(4-cyclopropyl-6-methoxypyrimidin-5-yl)-1-methyl-3-(4-(4-(trifluoromethyl)-1H-imidazol-2-yl)benzyl)-1H-pyrazolo[4,3-d]pyrimidine C1(CC1)C1=NC=NC(=C1C=1N=CC2=C(N1)C(=NN2C)CC2=CC=C(C=C2)C=2NC=C(N2)C(F)(F)F)OC